COCCNCC=1C=CC=2N(C(C=CN2)=O)C1 7-[(2-methoxyethylamino)methyl]pyrido[1,2-a]pyrimidin-4-one